methyl 5-(3-(2-(ethylcarbamoyl)-6-methyl-7-oxo-1-tosyl-6,7-dihydro-1H-pyrrolo[2,3-c]pyridin-4-yl)-5-methylphenoxy)-2-methylbenzoate C(C)NC(=O)C1=CC2=C(C(N(C=C2C=2C=C(OC=3C=CC(=C(C(=O)OC)C3)C)C=C(C2)C)C)=O)N1S(=O)(=O)C1=CC=C(C)C=C1